tert-butyl (3-(((tert-butyldimethylsilyl)oxy)methyl)-6-chloropyridin-2-yl)carbamate [Si](C)(C)(C(C)(C)C)OCC=1C(=NC(=CC1)Cl)NC(OC(C)(C)C)=O